CO[C@H]1CN(CCC1)C=1C=C2C(=CC=NC2=CC1)C(=O)OC |r| rac-Methyl (R)-6-(3-methoxypiperidin-1-yl)quinoline-4-carboxylate